C(C1=CC=CC=C1)N1C(\C(\C1)=C/C)=O Z-1-benzyl-3-ethylideneazetidin-2-one